chloro-N-(6-((4-methylpiperazin-1-yl)methyl)pyridin-2-yl)picolinamide ClC=1C(=NC=CC1)C(=O)NC1=NC(=CC=C1)CN1CCN(CC1)C